methyldibenzocarbazole CC1=CC=CC2=C1C=1C=3C=CC=CC3NC1C1=C2C=CC=C1